4-(2-{5-[(7R)-7-amino-2-azabicyclo[2.2.1]heptane-2-carbonyl]-7-methoxy-1-methyl-1H-1,3-benzodiazol-2-yl}-1-(cyclopropylmethyl)-1H-pyrrolo[2,3-b]pyridin-6-yl)pyridine-2-carbonitrile N[C@H]1C2N(CC1CC2)C(=O)C2=CC1=C(N(C(=N1)C1=CC=3C(=NC(=CC3)C3=CC(=NC=C3)C#N)N1CC1CC1)C)C(=C2)OC